ClC=1C(=NNC1)C1=NC(=NC=C1C(F)F)N[C@@H]1CC[C@H](CC1)N(C(=O)NCC(F)F)C1=NC=C(C=C1)C=1C=NC(=NC1)OC 1-(trans-4-((4-(4-chloro-1H-pyrazol-3-yl)-5-(difluoromethyl)pyrimidin-2-yl)amino)cyclohexyl)-3-(2,2-difluoroethyl)-1-(5-(2-methoxypyrimidin-5-yl)pyridin-2-yl)urea